FC(C(=O)O)(F)F.FC(OC1=NC=C(C=C1NS(=O)(=O)C1=C(C=C(C=C1)F)F)C=1C=C2C(=NC=NC2=CC1)N1CCNCC1)F N-(2-(difluoromethoxy)-5-(4-(piperazin-1-yl)quinazolin-6-yl)pyridin-3-yl)-2,4-difluorobenzenesulfonamide trifluoroacetate